C(C)(C)C1=C(C=CC=C1)C1N(CCN(C1)CC1CCC(CC1)OC)C1CC2(C1)CCNCC2 2-(2-(2-isopropylphenyl)-4-((4-methoxycyclohexyl)methyl)piperazin-1-yl)-7-azaspiro[3.5]nonane